NCC1=C2C(=NC=3C=C4C(=CC13)OC(O4)([2H])[2H])C4=CC1=C(C(N4C2)=O)COC([C@]1(O)CC)=O (S)-14-(aminomethyl)-7-ethyl-7-hydroxy-10,13-dihydro-11H-[1,3]dioxolo[4,5-g]pyrano[3',4':6,7]indolizino[1,2-b]quinoline-8,11(7H)-dione-2,2-d2